dodecylthiobenzimidazole C(CCCCCCCCCCC)SC=1NC2=C(N1)C=CC=C2